((1r,3s)-3-methoxy-3-methylcyclobutyl)methanol COC1(CC(C1)CO)C